(S)-2-(1-cyclopropyl-3,4-dimethyl-7-oxo-1,7-dihydro-6H-pyrazolo[3,4-d]pyridazin-6-yl)-N-(1-(5-(trifluoromethyl)pyridin-2-yl)ethyl)acetamide methyl-4-(benzyloxy)-3-chlorobenzoate COC(C1=CC(=C(C=C1)OCC1=CC=CC=C1)Cl)=O.C1(CC1)N1N=C(C2=C1C(N(N=C2C)CC(=O)N[C@@H](C)C2=NC=C(C=C2)C(F)(F)F)=O)C